2-(iodomethyl)-2-methoxytetrahydrofuran-3-yl benzoate C(C1=CC=CC=C1)(=O)OC1C(OCC1)(OC)CI